ClC1(CCC(CC1)N1C(=C(C=C1C)C(CN1CCCCC1)=O)C)Cl 1-(1-(4,4-Dichlorocyclohexyl)-2,5-dimethyl-1H-pyrrol-3-yl)-2-(piperidin-1-yl)ethanone